5-(4-chlorophenyl)-2,3-dimethyl-7-(2-(oxetan-3-ylamino)pyridin-4-yl)pyrido[2,3-d]pyridazin-8(7H)-one ClC1=CC=C(C=C1)C=1C2=C(C(N(N1)C1=CC(=NC=C1)NC1COC1)=O)N=C(C(=C2)C)C